3-{3-methyl-4-[3-(methylamino)azetidin-1-yl]-2-oxo-1,3-benzodiazol-1-yl}piperidine-2,6-dione CN1C(N(C2=C1C(=CC=C2)N2CC(C2)NC)C2C(NC(CC2)=O)=O)=O